Cl.FC1=CC(=C(C=C1)C=1CCCC2=C(C1C1=CC(=C(C=C1)C=C1CN(C1)CCCF)C)C=CC(=C2)C(=O)O)C 8-(4-fluoro-2-methylphenyl)-9-(4-((1-(3-fluoropropyl)azetidin-3-ylidene)methyl)-3-methylphenyl)-6,7-dihydro-5H-benzo[7]annulene-3-carboxylic acid hydrochloride